4-(5-chloro-1-methyl-1H-imidazol-4-yl)-N-(1-((1-methyl-1H-imidazol-4-yl)sulfonyl)piperidin-4-yl)-5-(trifluoromethyl)pyrimidin-2-amine ClC1=C(N=CN1C)C1=NC(=NC=C1C(F)(F)F)NC1CCN(CC1)S(=O)(=O)C=1N=CN(C1)C